1-(4-methoxybenzyl)-3-(6-(2-(pyridin-4-yl)pyrrolidine-1-carbonyl)spiro[3.3]hept-2-yl)urea COC1=CC=C(CNC(=O)NC2CC3(C2)CC(C3)C(=O)N3C(CCC3)C3=CC=NC=C3)C=C1